CC(C)(C)[S@@](=O)N (R)-2-methylpropane-2-sulphinamide